FC1=C(C(=CC=2CC[C@@H](CC12)NCCCC(F)(F)F)O)N1CC(NS1(=O)=O)=O 5-{(7S)-1-fluoro-3-hydroxy-7-[(4,4,4-trifluorobutyl)amino]-5,6,7,8-tetrahydronaphthalen-2-yl}-1λ6,2,5-thiadiazolidine-1,1,3-trione